N-(5-bromo-1H-indol-3-yl)-5-fluoro-1H-benzo[d]imidazol-2-amine BrC=1C=C2C(=CNC2=CC1)NC1=NC2=C(N1)C=CC(=C2)F